FC1=CC=C(C=C1)CN1CCN(CC1)CC1=CC=C(C=C1)F bis((4-fluorophenyl)methyl)piperazine